C(C)(C)(C)C1=NN(C(=C1)NC(=O)C1=CSC=2CN(CCC21)C(=O)C2=CN=C1N2C=C(C=C1)Cl)C N-(3-(tert-butyl)-1-methyl-1H-pyrazol-5-yl)-6-(6-chloroimidazo[1,2-a]pyridine-3-carbonyl)-4,5,6,7-tetrahydrothieno[2,3-c]pyridine-3-carboxamide